tin zinc lead [Pb].[Zn].[Sn]